(S)-4-(2-(5-phenyl-1,3,4-thiadiazol-2-ylamino)-2-(2-phenylthiazol-4-yl)ethyl)-phenylaminosulfonic acid C1(=CC=CC=C1)C1=NN=C(S1)N[C@@H](CC1=CC=C(C=C1)NS(=O)(=O)O)C=1N=C(SC1)C1=CC=CC=C1